FC1=CC=C(C(=O)NCC2=CC=C(C=C2)C(=O)NNCCCCCOCCCCC)C=C1 4-fluoro-N-(4-(2-(5-(pentyloxy)pentyl)hydrazine-1-carbonyl)benzyl)benzamide